P(OC1=CC2=C(C=C(C=C2C=C1C(C)(C)C)C(C)(C)C)C(C)(C)C)(OC1=CC2=C(C=C(C=C2C=C1C(C)(C)C)C(C)(C)C)C(C)(C)C)OC1=CC=CC=C1 bis(3,6,8-tri-t-butyl-2-naphthyl) phenyl phosphite